N2,N4-bis((R)-1-cyclopropylethyl)-6-(4-methyl-1H-pyrazol-1-yl)-1,3,5-triazine-2,4-diamine C1(CC1)[C@@H](C)NC1=NC(=NC(=N1)N[C@H](C)C1CC1)N1N=CC(=C1)C